(3-((benzyloxy)methyl)-4-ethyl-5-oxo-4,5-dihydro-1H-1,2,4-triazol-1-yl)-6-fluoro-1-isopropylquinolin-4(1H)-one C(C1=CC=CC=C1)OCC1=NN(C(N1CC)=O)C=1N(C2=CC=C(C=C2C(C1)=O)F)C(C)C